N-tert.-Butyl-4-[[2-(m-tolyl)acetyl]amino]pyridin C(C)(C)(C)N1CC=C(C=C1)NC(CC=1C=C(C=CC1)C)=O